6-chloro-1-(1-propyl-1H-pyrazol-4-yl)-1H-indole ClC1=CC=C2C=CN(C2=C1)C=1C=NN(C1)CCC